C(C1=CC=CC=C1)OCC(CCCCCCCCCCCCCCC(=O)[O-])CCCCCCCCCCCCCC(=O)[O-] 3-(benzyloxy)propane-1,2-diylditetradecanoate